4,4'-dimethylenediphosphodiethoxybiphenyl C1C2=C(C(=C(C(=C21)P(=O)(O)OP(=O)(O)O)C2=CC=C1C(=C2)C1)OCC)OCC